O=C1N(C(C=C1)=O)CCCCCCON=CC1=CC=C(C=C1)[18F] 4-[18F]fluorobenzaldehyde-O-[6-(2,5-dioxo-2,5-dihydropyrrol-1-yl)-hexyl]oxime